5-cyclopropyl-4-(((1-(3,5-dichlorobenzyl)-3-fluoroazetidin-3-yl)methoxy)methyl)-2-fluorobenzoic acid methyl ester COC(C1=C(C=C(C(=C1)C1CC1)COCC1(CN(C1)CC1=CC(=CC(=C1)Cl)Cl)F)F)=O